(2S,3S)-3-[tert-butyl(dimethyl)silyl]oxy-N-(5-chloro-2,4-difluoro-phenyl)-1-[6-methyl-4-(trifluoromethyl)-2-pyridyl]-5-oxo-pyrrolidine-2-carboxamide [Si](C)(C)(C(C)(C)C)O[C@@H]1[C@H](N(C(C1)=O)C1=NC(=CC(=C1)C(F)(F)F)C)C(=O)NC1=C(C=C(C(=C1)Cl)F)F